[Si](C)(C)(C(C)(C)C)OC=1C=C(C(=O)O)C=C(C1O[Si](C)(C)C(C)(C)C)O[Si](C)(C)C(C)(C)C 3,4,5-tris((tert-butyldimethylsilyl)oxy)benzoic acid